(3-(methoxycarbonyl)-1-((2-(trimethylsilyl)ethoxy)methyl)-1H-pyrazol-5-yl)boronic acid COC(=O)C1=NN(C(=C1)B(O)O)COCC[Si](C)(C)C